(R)-3-[2-[3-[4-amino-8-(3,3-difluoroazetidin-1-yl)pyrido[3,2-d]pyrimidin-6-yl]phenyl]ethynyl]-3-hydroxy-1-methylpyrrolidin-2-one NC=1C2=C(N=CN1)C(=CC(=N2)C=2C=C(C=CC2)C#C[C@]2(C(N(CC2)C)=O)O)N2CC(C2)(F)F